Methyl (Z)-1-(4-amino-2-fluorobut-2-en-1-yl)-2-methyl-4-(3-(N-methylsulfamoyl)phenyl)-1H-benzo[d]imidazole-6-carboxylate NC\C=C(\CN1C(=NC2=C1C=C(C=C2C2=CC(=CC=C2)S(NC)(=O)=O)C(=O)OC)C)/F